S-(4-(methylthio)phenyl) 2-(4-(methylthio)phenyl)-2-oxoethanethioate CSC1=CC=C(C=C1)C(C(SC1=CC=C(C=C1)SC)=O)=O